P(=O)(OC1=CC(=CC=C1)F)(OC)OC 3-fluorophenyl dimethyl phosphate